CS(=O)(=O)O[C@H]([C@H](C1=CC=CC=C1)C1=CC(=CC=C1)F)[C@@H]1N(CCC1)C(=O)C1=NNC=C(C1=O)O (1R,2R)-2-(3-fluorophenyl)-1-((R)-1-(5-hydroxy-4-oxo-1,4-dihydropyridazine-3-carbonyl) pyrrolidin-2-yl)-2-phenylethyl methanesulfonate